4-(2-(4,4-difluoro-3-methylpiperidin-1-yl)-6-fluoroquinoline-3-carboxamido)picolinic acid FC1(C(CN(CC1)C1=NC2=CC=C(C=C2C=C1C(=O)NC1=CC(=NC=C1)C(=O)O)F)C)F